C(C)N1N=CC(=C1)CN1C(N(C=C1)C1=C(C(=CC(=C1)OC1CCOCC1)C(F)(F)F)F)=O 1-[(1-ethyl-1H-pyrazol-4-yl)methyl]-3-{2-fluoro-5-[(oxan-4-yl)oxy]-3-(trifluoromethyl)phenyl}-1,3-dihydro-2H-imidazol-2-one